5-(4-(3-(4,4-difluoropiperidin-1-yl)phenyl)piperazine-1-carbonyl)-3-fluoro-2-hydroxybenzaldehyde FC1(CCN(CC1)C=1C=C(C=CC1)N1CCN(CC1)C(=O)C=1C=C(C(=C(C=O)C1)O)F)F